Cl.FC=1C=C(C(=O)OC)C=C(C1)N1[C@H]2[C@@H](CCC1)NCC2 methyl 3-fluoro-5-((3aR,7aR)-octahydro-4H-pyrrolo[3,2-b]pyridin-4-yl)benzoate hydrochloride